ClC1=CC=CC(=N1)C1=NC(=NC(=N1)NC(C)C)NC1=C(C=CC=C1)S(=O)(=O)NCC(F)(F)F [4-(6-Chloro-pyridin-2-yl)-6-isopropylamino-[1,3,5]triazin-2-ylamino]-N-(2,2,2-trifluoro-ethyl)-benzenesulfonamide